7-amino-3-(2-fluoro-6-methyl-phenyl)-1-[(3R)-1-methylazepan-3-yl]-4H-pyrimido[4,5-d]pyrimidin-2-one NC1=NC=C2C(=N1)N(C(N(C2)C2=C(C=CC=C2C)F)=O)[C@H]2CN(CCCC2)C